BrC=1C=C(C=CC1)C(C(=O)OC)(C)C Methyl 2-(3-bromophenyl)-2-methylpropionate